BrC1=CC=C(C=C1)\C=C/C(=O)C1=C(OC(C(=O)O)CCC2=CC=C(C=C2)C2=CC=C(C=C2)Cl)C=CC=C1 2-[2-[(Z)-3-(4-Bromophenyl)prop-2-enoyl]phenoxy]-4-[4-(4-chlorophenyl)phenyl]butanoic acid